ClCC=1C(=NN(C1C1CC1)CC)Cl 4-(chloromethyl)-3-chloro-5-(cyclopropyl)-1-ethyl-1H-pyrazole